N-(1-(4-((5-Fluoro-1H-indol-2-yl)methyl)piperazine-1-carbonyl)-1H-pyrazol-3-yl)methanesulfonamide FC=1C=C2C=C(NC2=CC1)CN1CCN(CC1)C(=O)N1N=C(C=C1)NS(=O)(=O)C